N-(3-bromophenyl)-6,7-dichloro-2-hydrazono-N-methyl-1,2-dihydroquinazolin-4-amine BrC=1C=C(C=CC1)N(C1=NC(NC2=CC(=C(C=C12)Cl)Cl)=NN)C